OC[C@H](C#CC1=CC=C(C=C1)C1=CC=C(C=C1)C(CO)O)N1C(=NC=C1)[C@H](C)O 1-(4'-((S)-4-hydroxy-3-(2-((S)-1-hydroxyethyl)-1H-imidazol-1-yl)but-1-yn-1-yl)-[1,1'-biphenyl]-4-yl)ethane-1,2-diol